O=C1N(CCC(N1)=O)C1=NN(C2=CC(=CC=C12)N[C@H]1[C@@H](CN(CC1)C1=NC=C(C(=N1)NC=1C=C2CC(N(C2=CC1)C)=O)C#N)OC)C 2-((3R,4R)-4-((3-(2,4-dioxotetrahydropyrimidin-1(2H)-yl)-1-methyl-1H-indazol-6-yl)amino)-3-methoxypiperidin-1-yl)-4-((1-methyl-2-oxoindolin-5-yl)amino)pyrimidine-5-carbonitrile